C(#N)N1[C@H]2[C@@H](C[C@@H]1CC2)NC(=O)C=2NC1=CC(=CC=C1C2)C2=NC=CC(=N2)C N-((1R,2R,4S)-7-cyano-7-azabicyclo[2.2.1]heptan-2-yl)-6-(4-methyl-2-pyrimidinyl)-1H-indole-2-carboxamide